n-nonadecylamine C(CCCCCCCCCCCCCCCCCC)N